BrC=1C=CC(=C(C=NC(C(=O)O)CC2=CC=C(C=C2)O)C1)O 2-(5-bromo-2-hydroxybenzylideneamino)-3-(4-hydroxyphenyl)propanoic acid